5-{6-[(3R)-3-(cyclobutylamino)pyrrolidin-1-yl]-1,5-naphthyridin-2-yl}-2,7-dimethylindazol-6-ol C1(CCC1)N[C@H]1CN(CC1)C=1N=C2C=CC(=NC2=CC1)C1=CC2=CN(N=C2C(=C1O)C)C